1,3-dichlorononane ClCCC(CCCCCC)Cl